4-((S)-3-((R)-3-(4-chlorophenyl)-3-(1-(trifluoromethyl)cyclopropyl)propanamido)-2-(dimethylamino)propyl)-2-fluoro-N-methylbenzamide ClC1=CC=C(C=C1)[C@@H](CC(=O)NC[C@H](CC1=CC(=C(C(=O)NC)C=C1)F)N(C)C)C1(CC1)C(F)(F)F